(1-((3-(2-oxoethyl)phenyl)sulfonyl)piperidin-4-yl)carbamic acid tert-butyl ester C(C)(C)(C)OC(NC1CCN(CC1)S(=O)(=O)C1=CC(=CC=C1)CC=O)=O